[Si](C)(C)(C(C)(C)C)OCC1=NN2C3=C(OCC2=N1)C(=CC=C3)NC3=C(N=NC(=C3)NC(=O)C3CC3)C(=O)NC 4-((2-(((tert-butyldimethylsilyl)oxy)methyl)-4H-benzo[b][1,2,4]triazolo[1,5-d][1,4]oxazin-6-yl)amino)-6-(cyclopropanecarboxamido)-N-methylpyridazine-3-carboxamide